(R)-2-amino-3-(4-bromo-2,6-difluorophenyl)propan-1-ol N[C@@H](CO)CC1=C(C=C(C=C1F)Br)F